2-(diphenylphosphinyl)benzoic acid C1(=CC=CC=C1)P(=O)(C1=C(C(=O)O)C=CC=C1)C1=CC=CC=C1